C(C)(C)(C)OC(=O)N1C(=C(C=2N=C(SC21)C2CCN(CC2)C(=O)OC(C)(C)C)C(C)C)C=2C=C(C=1N(C2)N=CN1)OC 2-(1-(tert-Butoxycarbonyl)piperidin-4-yl)-6-isopropyl-5-(8-methoxy-[1,2,4]triazolo[1,5-a]pyridin-6-yl)-4H-pyrrolo[3,2-d]thiazole-4-carboxylic acid tert-butyl ester